FC1=CC=C2C(C(NC2=C1[N+](=O)[O-])=O)=O 6-fluoro-7-nitroindole-2,3-dione